C(CCCCCCCCCC)OC(O)=O.CI Methyl iodide undecyl-carbonate